FC1=C(C=CC=C1)C1=NC=CC(=C1)NC1=NC=NC2=CC(=CC=C12)OC1CNCC1 4-((2-(2-fluorophenyl)pyridin-4-yl)amino)-7-(pyrrolidine-3-oxy)quinazoline